piperidineol N1(CCCCC1)O